4-chloro-3-(3,3-difluoropyrrolidin-1-yl)-1H-indazole ClC1=C2C(=NNC2=CC=C1)N1CC(CC1)(F)F